3-(5-fluoro-7-((4-((3-morpholinoazetidin-1-yl)methyl)benzyl)oxy)-3-oxo-1,3-dihydro-2H-indazol-2-yl)piperidine-2,6-dione FC=1C=C2C(N(NC2=C(C1)OCC1=CC=C(C=C1)CN1CC(C1)N1CCOCC1)C1C(NC(CC1)=O)=O)=O